(2S,4R)-1-((S)-2-azido-3-methylbutanoyl)-N-((R)-1-(2'-fluoro-[1,1'-biphenyl]-4-yl)-2-hydroxyethyl)-4-hydroxypyrrolidine-2-carboxamide N(=[N+]=[N-])[C@H](C(=O)N1[C@@H](C[C@H](C1)O)C(=O)N[C@@H](CO)C1=CC=C(C=C1)C1=C(C=CC=C1)F)C(C)C